(4-{[(1-Cyclohexylpiperidin-4-yl)amino]methyl}-1,3-thiazol-2-yl)carbamic acid tert-butyl ester C(C)(C)(C)OC(NC=1SC=C(N1)CNC1CCN(CC1)C1CCCCC1)=O